C(C(=C)C)(=O)OC(CSCSC=1SC(=NN1)SCCCCCC)CCCC 2-methacryloxy-n-hexylthiomethylthio-5-n-hexylthio-1,3,4-thiadiazole